NC(CCCCCCC=C)(N)N triaminononene